N,N-dimethyl-N-(2-hydroxyethoxyethyl)ammonium propionate C(CC)(=O)[O-].C[NH+](CCOCCO)C